ClC=1C(N(C(=CC1OCC1=NC=C(C=C1F)F)C)C1=CC(=NC=C1C)C1=NC(=NC=C1)N1CCC(CC1)(C)O)=O 3-chloro-4-((3,5-difluoropyridin-2-yl)methoxy)-2'-(2-(4-hydroxy-4-methylpiperidin-1-yl)pyrimidin-4-yl)-5',6-dimethyl-2H-[1,4'-bipyridin]-2-one